C1=NC=C(C2=CC=CC=C12)N1C(N(CC1C#N)C1=CC(=NC=C1)C)=O 3-(isoquinolin-4-yl)-1-(2-methylpyridin-4-yl)-2-oxoimidazolidine-4-carbonitrile